C(C)(C)(C)OC(=O)NC1=CC(=C(N=N1)Cl)C1(CCC(CC1)(F)F)C(=O)OCC Ethyl 1-[6-(tert-butoxycarbonylamino)-3-chloropyridazin-4-yl]-4,4-difluoro-cyclohexanecarboxylate